FC(C(CC(=O)C1=CC(=CC=C1)F)=O)(F)F trifluoro-1-(3-fluorophenyl)butane-1,3-dione